C1(CC1)NC(=O)C1=C(N(C(C(=C1OC1=CC2=C(CNS(N2)(=O)=O)C=C1)C)=O)C)NC1=C(C=C(C=C1)I)F N-cyclopropyl-4-[(2,2-dioxo-3,4-dihydro-1H-2λ6,1,3-benzothiadiazin-7-yl)oxy]-2-[(2-fluoro-4-iodophenyl)amino]-1,5-dimethyl-6-oxopyridine-3-carboxamide